CN(C(C)=O)C=1C=C(C=CC1)C N-methyl-N-(m-tolyl)acetamide